NC1=CC=C(OC2=CC(=NC=C2)C(=O)NC)C=C1 4-(4-aminophenoxy)-N-methyl-picolinamide